bis(aminomethyl)norbornan NCC1C2(CCC(C1)C2)CN